CN(C(C(=O)OC1=CC2=CC=CC=C2C=C1)C1=CC=CC=C1)C naphthalen-2-yl 2-(dimethylamino)-2-phenylacetate